C(C)(C)(C)OC(=O)N1C[C@H](OCC1)COC1=C(C(=CC=C1)OC)C=1NN=C(C1)N (2S)-2-[2-(5-amino-2H-pyrazol-3-yl)-3-methoxyphenoxymethyl]Morpholine-4-carboxylic acid tert-butyl ester